CN1C=NC(=C1)C=1C=C(C=C2C=C(NC12)C1=CC=C(C=C1)C)NC(C=C)=O N-(7-(1-methyl-1H-imidazol-4-yl)-2-p-tolyl-1H-indol-5-yl)acrylamide